C[O-].C[O-].C(CCCCCCC)[Sn+2]CCCCCCCC dioctyltin dimethoxide